CC(C)(C)S(=O)NCC=1N=C(OC1C(F)(F)F)C 2-methyl-N-[[2-methyl-5-(trifluoromethyl)-1,3-oxazol-4-yl]methyl]propane-2-sulfinamide